N1N=CC2=CC(=CC=C12)C#CC1=NC(=NC=C1)C1=NC(=NC=C1)N[C@@H]1C[C@@H](CC1)O (1R,3S)-3-((4-((1H-indazol-5-yl)ethynyl)-[2,4'-bipyrimidin]-2'-yl)amino)cyclopentanol